L-3-Aminotyrosine NC=1C=C(C[C@H](N)C(=O)O)C=CC1O